Cl.C(#N)CNC(=O)C1=NC=CN=C1 N-(cyanomethyl)pyrazine-2-carboxamide hydrochloride